1,1'-bicyclopropane-2,2',3,3'-tetracarboxylic acid C1(C(C1C(=O)O)C(=O)O)C1C(C1C(=O)O)C(=O)O